methyl-dioxolane iodide [I-].CC1OCCO1